Tri-n-butyl-methyl-ammonium bis(trifluoromethanesulfonyl)imide salt [N-](S(=O)(=O)C(F)(F)F)S(=O)(=O)C(F)(F)F.C(CCC)[N+](C)(CCCC)CCCC